FC1=C(C=CC(=C1)[N+](=O)[O-])OCCOC 2-fluoro-1-(2-methoxyethoxy)-4-nitrobenzene